6-(3,5-difluoro-4-((1r,3r)-2-(2-fluoro-2-methylpropyl)-3-methyl-2,3,4,9-tetrahydro-1H-pyrido[3,4-b]indol-1-yl)phenoxy)hexanal FC=1C=C(OCCCCCC=O)C=C(C1[C@H]1N([C@@H](CC2=C1NC1=CC=CC=C21)C)CC(C)(C)F)F